3-(1-oxo-5-(2-oxo-3-(1-phenylazetidin-3-yl)imidazolidin-1-yl)isoindolin-2-yl)piperidine-2,6-dione O=C1N(CC2=CC(=CC=C12)N1C(N(CC1)C1CN(C1)C1=CC=CC=C1)=O)C1C(NC(CC1)=O)=O